CS(=O)(=O)C1=CC(=C(C=C1)NCC#CC=1N(C2=CC=CC(=C2C1)NC1CCC(CC1)N(C)C)CC1OC1)OC (1R,4R)-N4-(2-{3-[(4-methanesulfonyl-2-methoxyphenyl)amino]prop-1-yn-1-yl}-1-[(oxiran-2-yl)methyl]-1H-indol-4-yl)-N1,N1-dimethylcyclohexane-1,4-diamine